F[C@H]1CN(CC[C@H]1NC=1C=2N(C=CC1)C(=C(N2)C#CCNC(C)=O)SC(F)(F)F)C N-(3-(8-(((3S,4R)-3-fluoro-1-methylpiperidin-4-yl)amino)-3-((trifluoromethyl)thio)imidazo[1,2-a]pyridin-2-yl)prop-2-yn-1-yl)acetamide